C1(CC1)CN1C2(CC3C1CC=1N3N=C3C(=C(C=CC13)C(=O)O)C)C(NC1=CC=CC=C12)=O (cyclopropylmethyl)-6'-methyl-2-oxo-1,2,3',3a',10',10a'-hexahydro-1'H-spiro[indole-3,2'-pyrrolo[2',3':4,5]pyrrolo[1,2-b]indazole]-7'-carboxylic acid